3-[(1Z)-2-(2-aminopyrimidin-5-yl)-1-fluoroethenyl]-4-(difluoromethoxy)-N-((1S,2S,4S)-2-hydroxy-4-(trifluoromethoxy)cyclopentyl)benzamide NC1=NC=C(C=N1)\C=C(/F)\C=1C=C(C(=O)N[C@@H]2[C@H](C[C@H](C2)OC(F)(F)F)O)C=CC1OC(F)F